C(C)C1=NC(=CC(=C1)C1=CC=CC=C1)C1=CC(=CC=C1)Cl 2-ethyl-4-phenyl-6-(m-chlorophenyl)pyridine